C1(CC1)CN1C(=CC2=CC=C(C=C12)N1CC(C1)OC)C1=NC2=C(N1C)C(=CC(=C2)C(=O)N2C1CCC(C2)[C@H]1N)OC (7R)-2-{2-[1-(cyclopropylmethyl)-6-(3-methoxyazetidin-1-yl)-1H-indol-2-yl]-7-methoxy-1-methyl-1H-1,3-benzodiazole-5-carbonyl}-2-azabicyclo[2.2.1]heptan-7-amine